BrC1=CC=C(C=C2OC(C3=CC=CC=C23)=O)C=C1 3-(4-bromobenzylidene)isobenzofuran-1(3H)-one